N-methyl-2-(piperidin-4-ylamino)benzamide CNC(C1=C(C=CC=C1)NC1CCNCC1)=O